CN1N=C(C(=C1)C1=CC=NC=C1)C1=CC=C(C=C1)C#CC1=NC=CC=C1 2-((4-(1-methyl-4-(pyridin-4-yl)-1H-pyrazol-3-yl)phenyl)ethynyl)pyridine